ClCC=1N(C2=C(N1)C=CC(=C2)C(=O)OC)CC=2N(C=NC2)C(F)F methyl 2-(chloromethyl)-3-[[3-(difluoromethyl)imidazol-4-yl]methyl]benzimidazole-5-carboxylate